1,1,1,3,3,5-hexamethyl-5,5-dimethoxytrisiloxane C[Si](O[Si](O[Si](OC)(OC)C)(C)C)(C)C